6-(2-(2-isopropylphenyl)-4-(4-methoxyphenethyl)piperazin-1-yl)-2-azaspiro[3.3]heptane C(C)(C)C1=C(C=CC=C1)C1N(CCN(C1)CCC1=CC=C(C=C1)OC)C1CC2(CNC2)C1